2,4,8,10-Tetraoxa-3,9-dithiaspiro[5.5]undecane 3,3,9,9-tetraoxide C1OS(OCC12COS(OC2)(=O)=O)(=O)=O